FC(OC1=NC=CC(=C1)CNC(=O)N[C@@H]1CC2([C@@H]1O)CCC2)F |r| 1-[[2-(difluoromethoxy)pyridin-4-yl]methyl]-3-[rac-(2r,3s)-3-hydroxyspiro[3.3]heptan-2-yl]urea